C(C1=CC=CC=C1)O[C@@H]1[C@@H](N(C[C@@H]([C@H]1OCC1=CC=CC=C1)OCC1=CC=CC=C1)C[C@H]1CNCCC1)COCC1=CC=CC=C1 (2S,3R,4R,5S)-3,4,5-tris(benzyloxy)-2-((benzyloxy)methyl)-1-((R)-piperidin-3-ylmethyl)piperidine